[5-(2-amino-1,3-benzothiazol-5-yl)-3-methyl-2-pyridinyl]-2-[2-(aminomethyl)-3,3-difluoro-allyl]-1,2,4-triazol-3-one trifluoroacetate salt FC(C(=O)O)(F)F.NC=1SC2=C(N1)C=C(C=C2)C=2C=C(C(=NC2)C2=NC(N(N2)CC(=C(F)F)CN)=O)C